1-[(2R,4S,5S)-4-azido-5-(ethoxymethyl)oxolan-2-yl]-3-ethyl-5-methyl-1,2,3,4-tetrahydropyrimidine-2,4-dione N(=[N+]=[N-])[C@H]1C[C@@H](O[C@@H]1COCC)N1C(N(C(C(=C1)C)=O)CC)=O